ClC1=NN2C(C(=N1)NC=1N=CN(C1)C1CCC(CC1)CCO)=CC=C2 2-(4-(4-((2-chloropyrrolo[2,1-f][1,2,4]triazin-4-yl)amino)-1H-imidazol-1-yl)cyclohexyl)ethanol